ClC1=CC(=C(C=C1)C1(OCC1)C)F 2-(4-chloro-2-fluorophenyl)-2-methyloxetane